4,4'-((3',5'-bis(trifluoromethyl)-[1,1'-biphenyl]-2,5-diyl)bis(oxy))bis(3-(trifluoromethyl)aniline) FC(C=1C=C(C=C(C1)C(F)(F)F)C1=C(C=CC(=C1)OC1=C(C=C(N)C=C1)C(F)(F)F)OC1=C(C=C(N)C=C1)C(F)(F)F)(F)F